1-(6-(4-(5-chloro-6-methyl-1H-indazol-4-yl)-3-(4-(hydroxymethyl)phenyl)-5-methyl-1H-pyrazol-1-yl)-2-azaspiro[3.3]heptan-2-yl)prop-2-en-1-one ClC=1C(=C2C=NNC2=CC1C)C=1C(=NN(C1C)C1CC2(CN(C2)C(C=C)=O)C1)C1=CC=C(C=C1)CO